(3R)-3-amino-5-[(4-chlorophenyl)methyl]-7-[5-(6-methyl-3-pyridyl)-1,3,4-oxadiazol-2-yl]-1,1-dioxo-2,3-dihydro-1λ6,5-benzothiazepin-4-one N[C@H]1CS(C2=C(N(C1=O)CC1=CC=C(C=C1)Cl)C=C(C=C2)C=2OC(=NN2)C=2C=NC(=CC2)C)(=O)=O